C(CCC)NC1=NC(=NC(=N1)NCCC)NCC#C N-Butyl-N'-propyl-N''-prop-2-ynyl-[1,3,5]triazine-2,4,6-triamine